6-(3-(difluoromethyl)-4-fluorophenyl)-3-methyl-1,3-dihydro-2H-imidazo[4,5-b]pyridin-2-one FC(C=1C=C(C=CC1F)C=1C=C2C(=NC1)N(C(N2)=O)C)F